OC1=CC=2C[C@@H]3[C@H](C2C=C1)[C@H]3C(=O)OCC (1S,1aS,6aR)-4-hydroxy-1,1a,6,6a-tetrahydrocyclopropa[a]indene-1-carboxylic acid, ethyl ester